COC=1C=CC(=C(C(=O)[O-])C1)N1N=CC=N1.[K+] potassium 5-methoxy-2-(2H-[1,2,3]triazol-2-yl)-benzoate